CC=1C(OC2=C(OC(=CC21)C)C)=O 3,5,7-trimethyl-2H-furo[2,3-c]pyran-2-one